C(C)(=O)NC=1N=C2N(N=C(C=C2)C=2C=C(C(=NC2)C)C(=O)NCC2=C(C=CC=C2)OC(F)(F)F)C1 5-{2-acetamidoimidazo[1,2-b]pyridazin-6-yl}-2-methyl-N-{[2-(trifluoromethoxy)phenyl]methyl}pyridine-3-carboxamide